N-methyl-3-(methylsulfidoamino)benzamide CNC(C1=CC(=CC=C1)N([S-])C)=O